3,3-difluoro-4-hydroxy-N-neopentyl-1-azaspiro[4.4]nonane-1-thioamide FC1(CN(C2(C1O)CCCC2)C(NCC(C)(C)C)=S)F